5-(5-(1-((4-hydroxytetrahydro-2H-pyran-4-yl)methyl)piperidin-4-yl)-3-isopropyl-1H-indol-2-yl)-1,3,6-trimethylpyridin-2(1H)-one OC1(CCOCC1)CN1CCC(CC1)C=1C=C2C(=C(NC2=CC1)C=1C=C(C(N(C1C)C)=O)C)C(C)C